N-[4-[(6,7-dimethoxy-1,5-naphthyridin-4-yl)oxy]-3-fluorophenyl]-1-(4-fluorophenyl)-4-methyl-2-oxopyridine-3-carboxamide COC=1N=C2C(=CC=NC2=CC1OC)OC1=C(C=C(C=C1)NC(=O)C=1C(N(C=CC1C)C1=CC=C(C=C1)F)=O)F